ClC1=CC=C(C=C1)NS(=O)(=O)C1=CC=C(C=C1)C N-(4-chlorophenyl)-4-methylbenzenesulfonamide